3-(3,4-Methylendioxyphenyl)-2-methylpropanal C1OC=2C=C(C=CC2O1)CC(C=O)C